bis(trifluoromethanesulfonyl)imide zinc salt [Zn+2].[N-](S(=O)(=O)C(F)(F)F)S(=O)(=O)C(F)(F)F.[N-](S(=O)(=O)C(F)(F)F)S(=O)(=O)C(F)(F)F